4,4'-methylenebis(4-cyclohexylamine) C(C1(CCCCC1)N)C1(CCCCC1)N